3,3-dimethyl-N-(2-(pyrrolidin-1-yl)-4-((4-(trifluoromethyl)benzyl)amino)phenyl)butanamide CC(CC(=O)NC1=C(C=C(C=C1)NCC1=CC=C(C=C1)C(F)(F)F)N1CCCC1)(C)C